F[C@H]1C[C@@H](N(C1)C=1C=CC=2N(N1)C(=CN2)C(=O)NC2CN(C2)CC2=CC(=C(C=C2)F)O)C2=CC(=CC(=C2)SC)F 6-[(2R,4S)-4-fluoro-2-[3-fluoro-5-(methylsulfanyl)phenyl]pyrrolidin-1-yl]-N-{1-[(4-fluoro-3-hydroxyphenyl)methyl]azetidin-3-yl}imidazo[1,2-b]pyridazine-3-carboxamide